N=1C(C=CC1)=S azol-2-thione